BrC=1C=C(C=CC1)C(CC(=O)OC)C(F)(F)F methyl 3-(3-bromophenyl)-4,4,4-trifluorobutyrate